COC([C@H](C[C@H]1C(NCCC1)=O)NC([C@H](CC1CC1)NC(=O)C=1NC2=CC=CC(=C2C1)C#N)=O)=O.C1(=CC=CC=C1)P([C-]1C(=C(C=C1)Cl)Cl)C1=CC=CC=C1.[C-]1(C=CC=C1)P(C1=CC=CC=C1)C1=CC=CC=C1.[Fe+2] 1,1'-bis(diphenylphosphino)dichloroferrocene (S)-methyl-2-((S)-2-(4-cyano-1H-indole-2-carboxamido)-3-cyclopropylpropanamido)-3-((S)-2-oxopiperidin-3-yl)propanoate